O.O.O.C(C)N(C([S-])=S)CC.[Na+] sodium N,N-diethyl-dithiocarbamate trihydrate